FC=1C=C(CC2=CC(=C(C=3CCOC32)OC)C(=O)N[C@H]3CCOC[C@@H]3O)C=CC1C(NCCC)=O 1,5-anhydro-2,3-dideoxy-3-(((7-(3-fluoro-4-(propylcarbamoyl)benzyl)-4-methoxy-2,3-dihydro-1-benzofuran-5-yl)carbonyl)amino)-L-threo-pentitol